FC(C=1C(=C(C=CC1)[C@@H](C)NC1=C(C(=NC(=N1)C)C(C(=O)[O-])F)CC1OCCO1)F)(F)F 2-(6-(((R)-1-(3-trifluoromethyl-2-fluorophenyl)ethyl)amino)-5-(1,3-dioxolan-2-yl) Methyl 2-methylpyrimidin-4-yl)-2-fluoroacetate